C(C)(C)O.[Na].[Na] disodium isopropanol